ethyl 6-fluoro-1-[2-fluoro-4-[(4-methoxyphenyl) methoxy] phenyl]-7-[(2R)-2-(hydroxymethyl) pyrrolidin-1-yl]-4-oxoquinoline-3-carboxylate FC=1C=C2C(C(=CN(C2=CC1N1[C@H](CCC1)CO)C1=C(C=C(C=C1)OCC1=CC=C(C=C1)OC)F)C(=O)OCC)=O